2-((4-methylpiperazin-1-yl)ethoxy)quinoline-3-carbonitrile CN1CCN(CC1)CCOC1=NC2=CC=CC=C2C=C1C#N